2-Octylaminoethan C(CCCCCCC)NCC